4-(4,5-dimethyl-1H-imidazol-1-yl)benzaldehyde CC=1N=CN(C1C)C1=CC=C(C=O)C=C1